N,N'-Bis(2,3-dihydroxypropyl)-5-[N-(2,3-dihydroxypropyl)-acetamido]-2,4,6-triiodoisophthalamide OC(CNC(C1=C(C(C(=O)NCC(CO)O)=C(C(=C1I)N(C(C)=O)CC(CO)O)I)I)=O)CO